tert-butyl (S)-10-((4-chloro-5-(ethoxycarbonyl)-2-oxopyridin-1(2H)-yl)methyl)-10-hydroxy-7-azaspiro[4.5]decane-7-carboxylate ClC1=CC(N(C=C1C(=O)OCC)C[C@@]1(CCN(CC12CCCC2)C(=O)OC(C)(C)C)O)=O